tert-butyl (R)-2-((8-bromo-6-cyano-3-(3-fluoro-4-methoxyphenyl)-4-oxo-3,4-dihydroquinazolin-2-yl)methyl)pyrrolidine-1-carboxylate BrC=1C=C(C=C2C(N(C(=NC12)C[C@@H]1N(CCC1)C(=O)OC(C)(C)C)C1=CC(=C(C=C1)OC)F)=O)C#N